C(CCC)OC1=C(C2=C(C3=C(S2)C(=C(C=C3)C(=O)Cl)F)C=C1)F 7-butoxy-4,6-difluoro-dibenzothiophene-3-carbonyl chloride